2,2'-methylenebis(4-methyl-6-t-butylphenol) C(C1=C(C(=CC(=C1)C)C(C)(C)C)O)C1=C(C(=CC(=C1)C)C(C)(C)C)O